2-((E)-((E)-3-chloro-4-((E)-3-(4-chlorophenyl)acryloyloxy)-5-methoxybenzylidene)amino)-3-methylpentanoic acid ClC=1C=C(\C=N\C(C(=O)O)C(CC)C)C=C(C1OC(\C=C\C1=CC=C(C=C1)Cl)=O)OC